CSC=1SC2=C(N1)SC(=C2)C(=O)O 2-(methylthio)thieno[2,3-d]thiazole-5-carboxylic acid